(2-pyridyl)spiro[cyclopentane-1,3'-indol]-2-one N1=C(C=CC=C1)C1=NC2=CC=CC=C2C12C(CCC2)=O